FC1=C(C=CC(=C1)F)C1=NOC(=C1)C(=O)O 3-(2,4-difluorophenyl)-1,2-oxazole-5-carboxylic acid